C1=CC2=C(C(=C1)O)C(=CN2)C[C@@H](C(=O)O)N The molecule is an optically active form of 4-hydroxytryptophan having L-configuration. It is a 4-hydroxytryptophan, a L-tryptophan derivative and a non-proteinogenic L-alpha-amino acid.